isopropenyl-dimethyl-benzyl isocyanate C(=C)(C)C1=C(C(C)(C)N=C=O)C=CC=C1